5-[(n-octyl)oxy]-phenol C(CCCCCCC)OC=1C=CC=C(C1)O